ClC1=C(N=C(N1C1=NC=C(C=C1OC(F)F)C[C@@H](C(F)(F)F)C)CC)C(=O)NCC1(CCC(CC1)S(=O)(=O)C)O |o1:17| 5-Chloro-1-(3-(difluoromethoxy)-5-((S*)-3,3,3-trifluoro-2-methylpropyl)pyridin-2-yl)-2-ethyl-N-(((1s,4R)-1-hydroxy-4-(methylsulfonyl)cyclohexyl)methyl)-1H-imidazole-4-carboxamide